C(C1=CC=CC=C1)OC1=CC(=C(C(=O)OC2=C(C(=C(C(=O)OCOC)C(=C2C)C)OCOC)C)C(=C1)C)OC methoxymethyl 4-[4-(benzyloxy)-2-methoxy-6-methylbenzoyloxy]-2-(methoxymethoxy)-3,5,6-trimethylbenzoate